tert-butyl 3-(1-(3-amino-6-(2,5-dimethyl-1,2,3,4-tetrahydroisoquinolin-7-yl)pyrazin-2-yloxy)ethyl)-2,4-dichlorobenzoate NC=1C(=NC(=CN1)C1=CC(=C2CCN(CC2=C1)C)C)OC(C)C=1C(=C(C(=O)OC(C)(C)C)C=CC1Cl)Cl